The molecule is an acyl-CoA(4-) obtained by deprotonation of the phosphate and diphosphate OH groups of (5E)-tetradecenoyl-CoA; major species at pH 7.3. It is a monounsaturated fatty acyl-CoA(4-) and a long-chain fatty acyl-CoA(4-). It is a conjugate base of a (5E)-tetradecenoyl-CoA. CCCCCCCC/C=C/CCCC(=O)SCCNC(=O)CCNC(=O)[C@@H](C(C)(C)COP(=O)([O-])OP(=O)([O-])OC[C@@H]1[C@H]([C@H]([C@@H](O1)N2C=NC3=C(N=CN=C32)N)O)OP(=O)([O-])[O-])O